2-(tert-butyl)-4-chloro-5-((4-(chloromethyl)-2,5-dimethylbenzyl)oxy)pyridazin C(C)(C)(C)N1NC=C(C(=C1)Cl)OCC1=C(C=C(C(=C1)C)CCl)C